2-(4-((6-bromoquinolin-4-yl)oxy)-2-fluorophenyl)-N-(1-(tert-butyl)-1H-pyrazol-4-yl)acetamide BrC=1C=C2C(=CC=NC2=CC1)OC1=CC(=C(C=C1)CC(=O)NC=1C=NN(C1)C(C)(C)C)F